cyclopropyl(5-(4-(hexyloxy)phenyl)thiophen-3-yl)methanone C1(CC1)C(=O)C1=CSC(=C1)C1=CC=C(C=C1)OCCCCCC